FC=1C=C(C=CC1F)NC(=O)C1=C(N(C(=C1OC)C(C(=O)NCC(C)(C)O)=O)C)C N-(3,4-difluorophenyl)-5-(2-((2-hydroxy-2-methylpropyl)amino)-2-oxoacetyl)-4-methoxy-1,2-dimethyl-1H-pyrrole-3-carboxamide